C12C(CC(CC1)C2)C(C(S(=O)(=O)[O-])(F)F)(F)F.C(CCC)OC2=CC=C(C1=CC=CC=C21)[S+]2CCCC2 1-(4-n-butoxynaphthalene-1-yl)tetrahydrothioPhenium 2-bicyclo[2.2.1]hept-2-yl-1,1,2,2-tetrafluoroethanesulfonate